7-cyclopentyl-2-[5-(3-methylpiperazin-1-yl)-pyridin-2-ylamino]-7H-pyrrolo[2,3-d]pyrimidine-6-carboxylic acid C1(CCCC1)N1C(=CC2=C1N=C(N=C2)NC2=NC=C(C=C2)N2CC(NCC2)C)C(=O)O